P(=O)(OCC)(OCC)OC1=CC=C(C=C1)C(F)(F)F diethyl p-trifluoromethylphenyl phosphate